ClC1=NC(=NC(=C1)Cl)NCCC1=CNC2=CC=CC=C12 4,6-dichloro-N-[2-(1H-indol-3-yl)ethyl]Pyrimidine-2-amine